tert-butyl (1-(4-(3-(4-(5-fluoro-4-(5-fluoro-2-methoxyphenyl)-1H-pyrrolo[2,3-b]pyridin-2-yl) piperidin-1-yl)propyl)phenyl)butyl)(methyl)carbamate FC=1C(=C2C(=NC1)NC(=C2)C2CCN(CC2)CCCC2=CC=C(C=C2)C(CCC)N(C(OC(C)(C)C)=O)C)C2=C(C=CC(=C2)F)OC